CC1=C(N=C2N(C1=O)C=C(C=C2[C@@H](C)NC2=C(C(=O)O)C=CC=C2)C)N2CCN(CC2)C2=CC=NC=C2 (R)-2-((1-(3,7-dimethyl-4-oxo-2-(4-(pyridin-4-yl)piperazin-1-yl)-4H-pyrido[1,2-a]pyrimidin-9-yl)ethyl)amino)benzoic acid